O3-[(Z)-[1-amino-2-[1-(trifluoromethyl)cyclopropyl]ethylidene]amino] O1-tert-butyl azetidine-1,3-dicarboxylate N1(CC(C1)C(=O)O\N=C(\CC1(CC1)C(F)(F)F)/N)C(=O)OC(C)(C)C